di(2-phenylethyl)hypophosphorous acid C1(=CC=CC=C1)CCP(=O)(O)CCC1=CC=CC=C1